6-((5,7-difluoro-3-(methyl-d3)-1,4-dioxo-1,4-dihydronaphthalen-2-yl)methyl)-3-(trifluoromethyl)picolinonitrile FC1=C2C(C(=C(C(C2=CC(=C1)F)=O)CC1=CC=C(C(=N1)C#N)C(F)(F)F)C([2H])([2H])[2H])=O